C(#N)C=1C=C(C=CC1)NC(N(CC1=NNC(=C1)C(F)(F)F)C=1C=NC(=NC1)OC)=O (3-Cyanophenyl)-1-(2-methoxypyrimidin-5-yl)-1-((5-(trifluoromethyl)-1H-pyrazol-3-yl)methyl)urea